(S)-2-amino-6-borono-2-((1S,3R)-3-((4'-chloro-3-fluorobiphenyl-4-yl)methylamino)cyclobutyl)hexanoic acid N[C@@](C(=O)O)(CCCCB(O)O)C1CC(C1)NCC1=C(C=C(C=C1)C1=CC=C(C=C1)Cl)F